N1N=NC(=C1)CNC(=O)[C@H]1N2C3=C(C=CC=C3C1)CC[C@@H](C2=O)NC([C@H]([C@H](CC)C)NC(=O)C2=CC=NC=C2)=O (2S,5S)-5-{(2S,3S)-3-Methyl-2-[(pyridine-4-carbonyl)-amino]-pentanoylamino}-4-oxo-1,2,4,5,6,7-hexahydro-azepino[3,2,1-hi]indole-2-carboxylic acid (1H-[1,2,3]triazol-4-ylmethyl)-amide